N-cyclohexyl-N'-phenyl-p-phenylenediamine Disodium [Na].[Na].C1(CCCCC1)NC1=CC=C(C=C1)NC1=CC=CC=C1